3-(3-(difluoromethyl)-4-fluorophenyl)-7,7-difluoro-1-(trifluoromethyl)-5,6,7,8-tetrahydroindolizin-8-ol FC(C=1C=C(C=CC1F)C1=CC(=C2C(C(CCN12)(F)F)O)C(F)(F)F)F